COC1=CC=CC(=N1)CN1CCCC2=CC=CC=C12 1-((6-methoxypyridin-2-yl)methyl)-1,2,3,4-tetrahydroquinoline